N-(5-chloropyridin-2-yl)-2-(3-(1-tosyl-1H-pyrrol-3-yl)piperidin-1-yl)propanamide ClC=1C=CC(=NC1)NC(C(C)N1CC(CCC1)C1=CN(C=C1)S(=O)(=O)C1=CC=C(C)C=C1)=O